C(C)C1=C(N=C2N(C1=O)CCCC2O)C 3-ethyl-6,7,8,9-tetrahydro-9-hydroxy-2-methyl-4H-pyrido[1,2-a]pyrimidine-4-one